2-(3-fluoro-4-formylphenyl)pyrrolidine-1-carboxylic acid tert-butyl ester C(C)(C)(C)OC(=O)N1C(CCC1)C1=CC(=C(C=C1)C=O)F